N-{4-ethoxy-[1,3]thiazolo[5,4-c]pyridin-2-yl}-3-{[3-(5-methyl-1,2,4-oxadiazol-3-yl)phenyl]formamido}propanamide C(C)OC1=NC=CC2=C1SC(=N2)NC(CCNC(=O)C2=CC(=CC=C2)C2=NOC(=N2)C)=O